[Sn].[Zn].[Sn].[Cu] copper-tin-zinc-tin